FC1=C(C=CC=C1F)N(C(NCC1CCC(CC1)COCC(=O)O)=O)C1=CC=CC=C1 2-(((1r,4r)-4-((3-(2,3-difluorophenyl)-3-phenyl-ureido)methyl)cyclohexyl)methoxy)acetic acid